C1(CC1)OC1=CC=NN1C1=NC=C(C=O)C=C1 6-(5-cyclopropoxy-1H-pyrazol-1-yl)nicotinaldehyde